5-[1-(3,5-dichlorophenyl)-7-methoxy-3-(2-methyl-4-methylsulfonyl-piperidine-1-carbonyl)-4,5-dihydrobenzo[g]indazol-8-yl]pyridine-3-carboxamide ClC=1C=C(C=C(C1)Cl)N1N=C(C=2CCC3=C(C12)C=C(C(=C3)OC)C=3C=C(C=NC3)C(=O)N)C(=O)N3C(CC(CC3)S(=O)(=O)C)C